NC[C@@H]1NC([C@H](SCC1)C1=CC(=CC=C1)C1=CC=C(C=C1)Cl)=O (2R,5R)-5-(aminomethyl)-2-[3-(4-chlorophenyl)phenyl]-1,4-thiazepan-3-one